CC(C)(C)[C@@H]1C(N(C(N1)=O)C=1C=NC(=CC1)OC1=CC(=C(C=C1)C)OC)=O (5R)-5-(1,1-dimethylethyl)-3-(6-{[4-methyl-3-(methyloxy)phenyl]oxy}-3-pyridinyl)-2,4-imidazolidinedione